N-(2-cyanoethyl)-1-methyl-4-nitro-1H-pyrrole-2-carboxamide C(#N)CCNC(=O)C=1N(C=C(C1)[N+](=O)[O-])C